FC=1C=2N(C=C(C1)C1=CC3=C(N=C(S3)C3CCNCC3)C=C1)C=C(N2)C 6-(8-fluoro-2-methylimidazo[1,2-a]pyridin-6-yl)-2-(piperidin-4-yl)-1,3-benzothiazole